FC=1C=C(C=NC1)C1=NN2C(COCC2)=C1C1=C2C(=NC(=C1)C)NN=C2 2-(5-fluoro-3-pyridinyl)-3-(6-methyl-1H-pyrazolo[3,4-b]pyridin-4-yl)-6,7-dihydro-4H-pyrazolo[5,1-c][1,4]oxazine